5-amino-2,2',3',4',6'-pentafluoro-5'-methyl-[1,1'-biphenyl]-4-ol NC=1C(=CC(=C(C1)C1=C(C(=C(C(=C1F)C)F)F)F)F)O